ClC1=C(C(=O)O)C=CC=C1C=1C=NN(C1C)C 2-chloro-3-(1,5-dimethyl-1H-pyrazol-4-yl)benzoic acid